(2S,4R)-1-((S)-3,3-dimethyl-2-(4-(methylamino)butanamido)butanoyl)-4-hydroxy-N-((S)-1-(4-(4-methylthiazol-5-yl)phenyl)ethyl)pyrrolidine-2-carboxamide CC([C@@H](C(=O)N1[C@@H](C[C@H](C1)O)C(=O)N[C@@H](C)C1=CC=C(C=C1)C1=C(N=CS1)C)NC(CCCNC)=O)(C)C